O1N=CC2=C1C=CC=C2 benzoisooxazole